5-methyl-1-(3-methylpyridin-2-yl)-N-(quinolin-2-yl)-1H-pyrazole-4-carboxamide CC1=C(C=NN1C1=NC=CC=C1C)C(=O)NC1=NC2=CC=CC=C2C=C1